2-((1-(2-(2-aminopyridin-4-yl)-3-(4-methoxyphenyl)-7-methylquinolin-5-yl)ethyl)amino)benzoic acid NC1=NC=CC(=C1)C1=NC2=CC(=CC(=C2C=C1C1=CC=C(C=C1)OC)C(C)NC1=C(C(=O)O)C=CC=C1)C